C(C)(C)(C)C1=C(C(=CC=C1)O)C=1C(=CC=CC1)O tert-butyl-biphenol